ClC1CN(CCN1)C1=CC=CC=2OC(COC21)C 5-(3-chloropiperazin-1-yl)-2-methyl-2,3-dihydro-1,4-benzodioxine